(S)-(1-(4-((1-cyclohexyl-1H-imidazol-4-yl)amino)pyrrolo[2,1-f][1,2,4]triazin-2-yl)pyrrolidin-2-yl)methanol C1(CCCCC1)N1C=NC(=C1)NC1=NC(=NN2C1=CC=C2)N2[C@@H](CCC2)CO